3-(3-(2-methylpyrrolidinyl)propionyl)-5-methyl-7-hydroxycoumarin hydrochloride Cl.CC1N(CCC1)CCC(=O)C=1C(OC2=CC(=CC(=C2C1)C)O)=O